(4-[2-(trifluoromethoxy)phenyl]pyridin-3-yl)cyclopropan-1-amine FC(OC1=C(C=CC=C1)C1=C(C=NC=C1)C1(CC1)N)(F)F